N1(CCOCC1)CC1=CC=C(C=N1)C1=C(NC2=CC=CC=C12)C(=O)O 3-(6-(morpholin-4-ylmethyl)pyridin-3-yl)-1H-indole-2-carboxylic acid